Cl.NCC(=O)NCC1=CC=CC=C1 2-Amino-N-benzylacetamide monoHCl